ClC=1C=CC(=NC1)NC(C(C1CC(CC1)(F)F)C1=CC(=C(C=C1)C#N)C#N)=O N-(5-Chloropyridin-2-yl)-2-(3,4-dicyanophenyl)-2-(3,3-difluorocyclopentyl)acetamide